FC1=C(C=C(C=C1)CN1C[C@H](CC1)NC(=O)C1=CN=C2N1N=CC=C2)O N-[(3S)-1-[(4-fluoro-3-hydroxyphenyl)methyl]pyrrolidin-3-yl]imidazo[1,2-b]pyridazine-3-carboxamide